CC=1SC(=CN1)C=1N=C(C=2OCCNC2N1)NC1CC=2C=3C(=CNC3C=CC2)C1 2-(2-methylthiazol-5-yl)-N-(1,3,4,5-tetrahydrobenzo[cd]indol-4-yl)-7,8-dihydro-6H-pyrimido[5,4-b][1,4]oxazin-4-amine